S(=O)=C(C)N SULFINYLETHANAMINE